C(C1=CC=CC=C1)N1C(CN(C=2C(N[C@](NC12)(N)Cl)=O)C)CC (R)-8-benzyl-2-chloro-7-ethyl-5-methyl-7,8-dihydropterin